C[C@H]1N(C[C@@H]([C@H]([C@@H]1O)O)O)CC1CCC2(CC2)CC1 (2R,3R,4R,5S)-2-methyl-1-(spiro[2.5]oct-6-ylmethyl)piperidin-3,4,5-triol